6-(2-amino-6-fluoro-5-(4-(4-(2-methoxyethyl)piperazin-1-yl)-3-(trifluoromethyl)phenyl)pyridin-3-yl)-7-fluoro-3,4-dihydroisoquinolin-1(2H)-one NC1=NC(=C(C=C1C=1C=C2CCNC(C2=CC1F)=O)C1=CC(=C(C=C1)N1CCN(CC1)CCOC)C(F)(F)F)F